N-(2-((6-(2,6-dichloro-3,5-dimethoxyphenyl)-8-(((1-methylpyrrolidin-2-yl)methyl)amino)pyrido[3,4-d]pyrimidin-2-yl)amino)-3-methyl-phenyl)acrylamide ClC1=C(C(=C(C=C1OC)OC)Cl)C1=CC2=C(N=C(N=C2)NC2=C(C=CC=C2C)NC(C=C)=O)C(=N1)NCC1N(CCC1)C